N1=NC=NC=C1 [1,2,4]Triazine